NC1=NC=2C=CC(=CC2C2=C1C=NN2C)C(=O)N(OC)CC=2OC(=CC2)Br 4-amino-N-((5-bromofuran-2-yl)methyl)-N-methoxy-1-methyl-1H-pyrazolo[4,3-c]quinoline-8-carboxamide